(2R,3R,11aS)-2-hydroxy-3-[(1E,3S)-3-hydroxy-1-nonen-1-yl]-1,2,3,3a,4,5,6,11a-octahydrobenzo[b]cyclopenta[g]oxocine-9-carboxylic acid O[C@@H]1C[C@H]2C(CCCC3=C(O2)C=C(C=C3)C(=O)O)[C@H]1\C=C\[C@H](CCCCCC)O